C(#N)N1[C@@H](CCC1)C(=O)N(C)C=1SC=C(N1)C1=NC(=CC=C1)OC (S)-1-cyano-N-(4-(6-methoxypyridin-2-yl)thiazol-2-yl)-N-methylpyrrolidine-2-carboxamide